Isoamyl Propionate (3-methylbutyl propanoate) CC(CCC(C(=O)O)C)C.C(CC)(=O)OCCC(C)C